C(C)NC(CN)=O Glycine ethyl amide